(1R,4s)-4-(2-(sec-butylamino)-8-(2,6-difluorophenylamino)-9H-purin-9-yl)cyclohexanecarboxamide C(C)(CC)NC1=NC=C2N=C(N(C2=N1)C1CCC(CC1)C(=O)N)NC1=C(C=CC=C1F)F